C1(CCCC1)N1N=C(C(=C1NC(C)C)C(=O)N)C1=CC=C(C=C1)CNC(C1=C(C=CC=C1)OC)=O 1-Cyclopentyl-5-(isopropylamino)-3-[4-[[(2-methoxybenzoyl)amino]methyl]phenyl]pyrazole-4-carboxamide